N-(2,6-difluoro-3-(5-(pyridin-4-yl)-1H-pyrrolo[2,3-b]pyridine-3-carbonyl)phenyl)propane-1-sulfonamide FC1=C(C(=CC=C1C(=O)C1=CNC2=NC=C(C=C21)C2=CC=NC=C2)F)NS(=O)(=O)CCC